9-(1,3-dihydroxy-2-propoxy)guanine OCC(CO)ON1C=2N=C(NC(C2N=C1)=O)N